N1,N1,N3-tris(3-aminopropyl)-N3-dodecylpropane-1,3-diamine NCCCN(CCCN(CCCCCCCCCCCC)CCCN)CCCN